N,N-diethylmethylcyclohexylammonium C(C)[N+](CC)(C1CCCCC1)C